CN1N=CC(=C1)C1=CC=CC(=N1)C(=O)NC1=CC(=NC=C1C(F)(F)F)N1C[C@@H](N(CC1)C1COC1)C (S)-6-(1-methyl-1H-pyrazol-4-yl)-N-(2-(3-methyl-4-(oxetan-3-yl)piperazin-1-yl)-5-(trifluoromethyl)pyridin-4-yl)picolinamide